NC1=CC=C(OC=2C=C(C(=O)O)C=C(C2)OC2=CC=C(C=C2)N)C=C1 3,5-di(4-aminophenoxy)benzoic acid